C(C)N1C(=NN(C1=O)C=1C=C2C(=CN(C(C2=CC1F)=O)[C@@H]1C[C@@H](CC1)OC)C(C)C)CO |r| racemic-6-(4-ethyl-3-(hydroxymethyl)-5-oxo-4,5-dihydro-1H-1,2,4-triazol-1-yl)-7-fluoro-4-isopropyl-2-((cis)-3-methoxycyclopentyl)isoquinolin-1(2H)-one